5-methoxy-1H-pyrrolo[2,3-c]pyridine-3-carboxylic acid COC=1C=C2C(=CN1)NC=C2C(=O)O